(1R,6S,8R,9R,15R,17R,18R)-8,17-Bis(6-amino-9H-purin-9-yl)-3,12,18-trihydroxy-2,4,11,13,16-pentaoxa-3λ5,12λ5-diphosphatricyclo[13.2.1.06,9]octadecan-3,12-dithion NC1=C2N=CN(C2=NC=N1)[C@@H]1C[C@@H]2COP(O[C@H]3[C@@H](O[C@H](COP(OC[C@@H]12)(=S)O)[C@H]3O)N3C1=NC=NC(=C1N=C3)N)(=S)O